1-methyl-3-(trifluoromethyl)-N-(1-(2-(2-(trifluoromethyl)pyridin-4-yl)pyrimidin-5-yl)cyclopropyl)-1H-pyrazole-5-carboxamide CN1N=C(C=C1C(=O)NC1(CC1)C=1C=NC(=NC1)C1=CC(=NC=C1)C(F)(F)F)C(F)(F)F